C1(=CCCC1)C1=CC(=CC(=C1)OC)OC 1-(Cyclopent-1-en-1-yl)-3,5-dimethoxybenzene